C[C@@H]1C[C@@H]2[C@H](O[C@]3([C@H]1[C@]4(CC[C@@]56C[C@@]57CC[C@@H](C([C@@H]7CC[C@H]6[C@@]4([C@H]3O)C)(C)C)O[C@H]8[C@@H]([C@H]([C@H](CO8)O)O)O)C)O2)C(C)(C)OC The molecule is a triterpene glycoside that consists of 25-O-methoxycimigenol attached to a alpha-L-arabinopyranosyl residue at position 3 via a glycosidic linkage. Isolated from the rhizomes of Cimicifuga racemosa, it exhibits cytotoxic activities. It has a role as an antineoplastic agent and a plant metabolite. It is a triterpenoid saponin, a bridged compound, a cyclic ether, an alpha-L-arabinopyranoside, a monosaccharide derivative and a secondary alcohol. It derives from a cimigenol. It derives from a hydride of a cycloartane.